1-(difluoromethyl)-4-nitropyrazole FC(N1N=CC(=C1)[N+](=O)[O-])F